C(C)(C)(C)C=1C=C(C=2NC3=CC=C(C=C3C2C1)C1=NC(=CC(=N1)C1=CC=CC=C1)C1=CC=CC=C1)C1=CC(=CC(=C1)N1C2=CC=C(C=C2C=2C=C(C=CC12)C(C)(C)C)C(C)(C)C)C(C)(C)C 3-(tert-butyl)-1-(3-(tert-butyl)-5-(3,6-di-tert-butyl-9H-carbazol-9-yl)phenyl)-6-(4,6-diphenylpyrimidin-2-yl)-9H-carbazole